(3R,5R)-3-(hydroxymethyl)-4-methyl-5-(4-methyl-1-oxo-1,3-dihydroisobenzofuran-5-yl)piperazine-1-carboxylic acid tert-butyl ester C(C)(C)(C)OC(=O)N1C[C@@H](N([C@@H](C1)C=1C(=C2COC(C2=CC1)=O)C)C)CO